NC=1C=C(CS(=O)(=O)N2C(C[C@@H](CC2)NC=2C=C(C=CC2)C2=C(C(=C(S2)C(=O)OC)OCC(=O)OC(C)(C)C)Cl)(C)C)C=CC1 (R)-methyl 5-(3-((1-((3-aminobenzyl)sulfonyl)-2,2-dimethylpiperidin-4-yl)amino)phenyl)-3-(2-(tert-butoxy)-2-oxoethoxy)-4-chlorothiophene-2-carboxylate